3-(4-chloro-2,6-dimethylphenyl)-8-methoxy-1-methyl-2-oxo-1,8-diazaspiro[4.5]dec-3-ene-4-yl-carboxylic acid ethyl ester C(C)OC(=O)C1=C(C(N(C12CCN(CC2)OC)C)=O)C2=C(C=C(C=C2C)Cl)C